phenyloctanone oxime C1(=CC=CC=C1)CC(CCCCCC)=NO